1,1-dimethoxyoctadiyne COC(C#CC#CCCC)OC